OO.[Cu].[Pd] palladium-copper hydrogen peroxide